OC=1C=C(C=CC1C(\C=C\C1=CC=C(C=C1)N(C)C)=O)OC(=O)N1CCCC1 Pyrrolidine-1-carboxylic acid 3-hydroxy-4-[(E)-3-[4-(dimethylamino)phenyl]acryloyl]phenyl ester